Cl.FC(C)(F)C1=CC=C(N)C=C1 4-(1,1-difluoroethyl)aniline hydrochloride